2-[6-(azetidin-3-yl)cinnolin-3-yl]phenol N1CC(C1)C=1C=C2C=C(N=NC2=CC1)C1=C(C=CC=C1)O